3-bromo-1-(tetrahydro-2H-pyran-2-yl)-1H-1,2,4-triazole BrC1=NN(C=N1)C1OCCCC1